2-(2-Aminothiazol-4-yl)phenol NC=1SC=C(N1)C1=C(C=CC=C1)O